1-[1-benzyl-8-(2-pyridylamino)-3,4-dihydro-2H-quinolin-6-yl]pentan-1-one C(C1=CC=CC=C1)N1CCCC2=CC(=CC(=C12)NC1=NC=CC=C1)C(CCCC)=O